2-(1-(5-((3-(5-(4-methyl-6-((5-methyl-1H-pyrazol-3-yl)amino)pyrimidin-2-yl)pyridin-2-yl)-3,6-diazabicyclo[3.1.1]heptan-6-yl)methyl)pyridin-2-yl)-1H-pyrazol-3-yl)propan CC1=NC(=NC(=C1)NC1=NNC(=C1)C)C=1C=CC(=NC1)N1CC2N(C(C1)C2)CC=2C=CC(=NC2)N2N=C(C=C2)C(C)C